N-isopropyl-N-(2-(5-(2-((4-(trifluoromethyl)phenyl)amino)phenyl)-1,3,4-oxadiazol-2-yl)ethyl)cyanamide C(C)(C)N(C#N)CCC=1OC(=NN1)C1=C(C=CC=C1)NC1=CC=C(C=C1)C(F)(F)F